FCCCCCSC1=CC(=C(C=C1OC)CC(C)NC(O)=O)OC (1-(4-((5-fluoropentyl)thio)-2,5-dimethoxyphenyl)propan-2-yl)carbamic acid